NC1=NC=NN2C1=C(C=C2C=2C(=CC(=C(C(=O)N[C@@H]1CN(C[C@@H]1F)C(C(CC)(C(F)(F)F)O)=O)C2)F)F)C(F)(F)F 5-[4-amino-5-(trifluoromethyl)pyrrolo[2,1-f][1,2,4]triazin-7-yl]-2,4-difluoro-N-[(3R,4S)-4-fluoro-1-[2-hydroxy-2-(trifluoromethyl)butanoyl]pyrrolidin-3-yl]benzamide